OCC(C(C)C)NC(=O)C=1C=C(C=2N(N1)C=CC2)CC2=CC=C(C=C2)Br N-[1-hydroxymethyl-2-methylpropyl]-4-(4-bromobenzyl)-pyrrolo[1,2-b]pyridazine-2-carboxamide